C12C3CCCC3C(C(C1)O)C2 tricyclo[5.2.1.02,6]decan-8-ol